Undeca-7-ene CCCCCCC=CCCC